C1(CC1)C=1C(N(C=C2C1N=C(N=C2N[C@H](C)C2=C(C(=CC=C2)C(F)F)F)C)N2CCOCC2)=O 8-cyclopropyl-4-[[(1R)-1-[3-(difluoromethyl)-2-fluoro-phenyl]ethyl]amino]-2-methyl-6-morpholino-pyrido[4,3-d]pyrimidin-7-one